C1(=CC=CC=C1)P(C1=CC=CC=C1)C1=C(C=CC=C1)S(=O)(=O)[O-] diphenylphosphino-benzenesulfonate